COCC1=NC2=C(N1)C=C(C=C2C(=O)N)NC(=O)C2=C(C=CC=C2)C(F)(F)F 2-(methoxymethyl)-6-({[2-(trifluoromethyl)phenyl]carbonyl}amino)-1H-benzimidazole-4-carboxamide